N[C@@]1(CN(CC1)C1=C(C=NC(=C1C1=CC=2C(=NON2)C=C1)OC)C(=O)N[C@H](C(F)(F)F)C)C 4-[(3S)-3-amino-3-methylpyrrolidin-1-yl]-5-(2,1,3-benzoxadiazol-5-yl)-6-methoxy-N-[(2S)-1,1,1-trifluoropropan-2-yl]pyridine-3-carboxamide